3-Hydroxy-5-[[4-Hydroxy-3-(3-methyl-2-buten-1-yl)phenyl]methyl]-4-(4-Hydroxyphenyl)-2(5H)-furanone OC=1C(OC(C1C1=CC=C(C=C1)O)CC1=CC(=C(C=C1)O)CC=C(C)C)=O